NC1=C(C=C(C=N1)NC(C(=O)C1CC(=CCC1C=1C=CC2=C(N=CS2)C1)C)=O)C N-(6-amino-5-methylpyridin-3-yl)-2-(6-(benzo[d]thiazol-5-yl)-3-methylcyclohex-3-en-1-yl)-2-oxoacetamide